C[N+]1(CCCCC1)CCCCOC N-methyl-N-methoxybutylpiperidinium